5-methylbenzofuranone CC=1C=CC2=C(CC(O2)=O)C1